1-chloro-6,7-dimethoxy-isoquinoline-4-carbonitrile ClC1=NC=C(C2=CC(=C(C=C12)OC)OC)C#N